FC1=CC(=C(C=C1)CNCC1=CC=CC=C1)C N-[(4-fluoro-2-methyl-phenyl)methyl]-1-phenyl-methanamine